OC1CC2=C(N=C3N2C=C(C=C3N3CCOCC3)C=3C=C(C=CC3C)NC(C3=CC(=NC=C3)C(F)(F)F)=O)CC1 N-(3-(8-hydroxy-4-morpholino-6,7,8,9-tetrahydrobenzo[4,5]imidazo[1,2-a]pyridin-2-yl)-4-methylphenyl)-2-(trifluoromethyl)isonicotinamide